C1=2NCC=3C=CC=CC3C#CC2C=CC=C1 2-Azatricyclo[10.4.0.04,9]hexadeca-1(12),4(9),5,7,13,15-hexa-en-10-yn